C(#N)CC1(CCN(CC1)CC1=CC=C(C=C1)C1=CC(=CC=C1)C(N(C)C)=O)N1N=C(C(=C1)C(=O)N)NC(=O)C1CC1 1-[4-(cyanomethyl)-1-[[4-[3-(dimethylcarbamoyl)phenyl]phenyl]methyl]-4-piperidyl]-3-(cyclopropanecarbonylamino)pyrazole-4-carboxamide